[Ce].[Zn].[Cu] copper-zinc-cerium